FC(C1=CC=C(C=C1)C=1OCC2(C1)CNCC2)(F)F 3-(4-(trifluoromethyl)phenyl)-2-oxa-7-azaspiro[4.4]non-3-ene